C1(CCC1)C1=C(C=2CC[C@H]3N(C2N=C1)CCNC3)CC (R)-3-cyclobutyl-4-ethyl-6,6a,7,8,9,10-hexahydro-5H-pyrazino[1,2-a][1,8]naphthyridine